2-[(5-fluoro-3-pyridinyl)oxymethyl]-6-[4-fluoro-2-(trifluoromethyl)phenyl]imidazo[1,2-a]pyrimidine FC=1C=C(C=NC1)OCC=1N=C2N(C=C(C=N2)C2=C(C=C(C=C2)F)C(F)(F)F)C1